(2,2,5-trifluorobenzo[d][1,3]dioxol-4-yl)methanol FC1(OC2=C(O1)C=CC(=C2CO)F)F